CCC/C=C/N=C=S pentenyl isothiocyanate